FC(S(=O)(=O)[O-])(F)F.CC1=CC=C(C=C1)[I+]C1=C(C=C(C=C1C)C)C (4-methylphenyl)(2,4,6-trimethylphenyl)iodonium trifluoromethanesulfonate